O1CCC2=C1C(=CC=C2)CCCN2CC(=CCC2)C2=CC=CC1=C2OCCN1C(C)=O 1-(8-(1-(3-(2,3-Dihydrobenzofuran-7-yl)propyl)-1,2,5,6-tetrahydropyridin-3-yl)-2,3-dihydro-4H-benzo[b][1,4]oxazin-4-yl)ethan-1-one